N,N-dimethylpropan-2-en-1-amine CN(CC=C)C